β,4-dihydroxy-3-hydroxymethyl-N-tertbutylphenethylamine OC(CNC(C)(C)C)C1=CC(=C(C=C1)O)CO